5-([1,1'-biphenyl]-2-yl)-5,8-dihydroindolo[2,3-c]carbazole C1(=C(C=CC=C1)N1C2=CC=CC=C2C2=C1C=CC=1NC=3C=CC=CC3C21)C2=CC=CC=C2